1-chloro-8-phenyldibenzo[b,d]furan ClC1=CC=CC=2OC3=C(C21)C=C(C=C3)C3=CC=CC=C3